O=C(CNC(OC(C)(C)C)=O)CCC tert-butyl (2-oxopentyl)carbamate